BrC=1C(=C2CCCC(C2=CC1)=C)F 6-bromo-5-fluoro-1-methylene-1,2,3,4-tetrahydro-naphthalene